4-[3,4-Diamino-5-(4-cyanophenyl)phenyl]benzonitrile NC=1C=C(C=C(C1N)C1=CC=C(C=C1)C#N)C1=CC=C(C#N)C=C1